FC(CCC(=O)C1=CC=CC=C1)F 4,4-difluoro-1-phenyl-1-butanone